[6-(5-cyclopropyl-4H-1,2,4-triazol-3-yl)-2-azaspiro[3.3]heptan-2-yl]-[2-[4-fluoro-2-(trifluoromethyl)phenyl]sulfonyl-2,6-diazaspiro[3.3]heptan-6-yl]methanone C1(CC1)C=1NC(=NN1)C1CC2(CN(C2)C(=O)N2CC3(CN(C3)S(=O)(=O)C3=C(C=C(C=C3)F)C(F)(F)F)C2)C1